C(C=C)(=O)OC(CC(C)OC(C=C)=O)C methyl-1,3-butanediol diacrylate